(4R)-2,2-dimethyl-N-[7-methyl-6-[4-((S)-3-methyltetrahydrofuran-3-yl)piperazin-1-yl]-3-isoquinolinyl]tetrahydropyran-4-carboxamide CC1(OCC[C@H](C1)C(=O)NC=1N=CC2=CC(=C(C=C2C1)N1CCN(CC1)[C@@]1(COCC1)C)C)C